N1(CCOCC1)NC(=O)C1=NN(C(=C1C)C1=CC=C(C=C1)C#CCCO[N+](=O)[O-])C1=C(C=C(C=C1)Cl)Cl 1-(2,4-Dichloro-phenyl)-4-methyl-5-[4-(4-nitrooxy-but-1-ynyl)-phenyl]-1H-pyrazole-3-carboxylic acid morpholin-4-ylamide